N[C@@H](CCC(=O)N[C@@H](CO)C(=O)O)C(=O)O gamma-glutamyl-Serine